N-(2-(3-(4-ethoxyphenyl)-6-oxopyridazin-1(6H)-yl)ethyl)cyclopentanecarboxamide C(C)OC1=CC=C(C=C1)C1=NN(C(C=C1)=O)CCNC(=O)C1CCCC1